CN1C2=C(OC[C@@H](C1=O)NC(=O)C=1N=C3N(C=CC=C3C(F)(F)F)C1)C=CC=C2 (S)-N-(5-methyl-4-oxo-2,3,4,5-tetrahydrobenzo[b][1,4]oxazepin-3-yl)-8-(trifluoromethyl)imidazo[1,2-a]pyridine-2-carboxamide